COC1=NC=2CCN(CC2C=C1NC1=NC2=C(C=CC=C2C=N1)C1=C(C=CC=C1)OC1=CC=CC=C1)C N-(2-methoxy-6-methyl-5,6,7,8-tetrahydro-1,6-naphthyridin-3-yl)-8-(2-phenoxyphenyl)quinazolin-2-amine